CCOC(=O)C1=CC=C(C=C1)OC ethyl anisate